1-(3,4-dichlorophenyl)-3-(3-(3-morpholinoquinoxaline-6-carbonyl)phenyl)urea ClC=1C=C(C=CC1Cl)NC(=O)NC1=CC(=CC=C1)C(=O)C=1C=C2N=C(C=NC2=CC1)N1CCOCC1